3α,12α-Dihydroxy-5β-cholanic acid O[C@H]1C[C@H]2CC[C@H]3[C@@H]4CC[C@H]([C@@H](CCC(=O)O)C)[C@]4([C@H](C[C@@H]3[C@]2(CC1)C)O)C